CN(C1=CC=C(C=C1)C=CC(=O)C1=C(C=CC=C1)O)C 3-[4-(dimethylamino)phenyl]-1-(2-hydroxyphenyl)-2-propen-1-one